4-(aminomethyl)-6-(5-(hydroxy(phenyl)methyl)pyridin-3-yl)phthalazin-1(2H)-one NCC1=NNC(C2=CC=C(C=C12)C=1C=NC=C(C1)C(C1=CC=CC=C1)O)=O